tert-butyl 3-(3-(((1R,3s)-3-((2-(2-((2S,3S)-1-methyl-5-oxo-2-(pyridin-3-yl) pyrrolidine-3-carboxamido)ethoxy)ethyl) carbamoyl)cyclobutyl)amino)-3-oxopropoxy)propanoate CN1[C@@H]([C@H](CC1=O)C(=O)NCCOCCNC(=O)C1CC(C1)NC(CCOCCC(=O)OC(C)(C)C)=O)C=1C=NC=CC1